ClC1=C(C=C(C=C1)C(C(C(=O)OC)(C)C)C1=C(C2=C(N(N=N2)C)C=C1)C)COCC1=CC=C(C=C1)OC methyl 3-(4-chloro-3-(((4-methoxybenzyl) oxy) methyl) phenyl)-3-(1,4-dimethyl-1H-benzo[d][1,2,3]triazol-5-yl)-2,2-dimethylpropionate